ClC1=CC(=C(C=C1)NS(=O)(=O)C=1C=C(C(=O)O)C=CC1OC)N1CCCCC1 3-(N-(4-chloro-2-(piperidin-1-yl)phenyl)sulfamoyl)-4-methoxybenzoic acid